N[C@H]1C[C@H](C1)C1=C(C#N)C=CC(=C1)Cl 2-((cis)-3-aminocyclobutyl)-4-chlorobenzonitrile